(5S)-5-[6-[2-hydroxy-6-methyl-4-(trifluoromethyl)phenyl]-3-methyl-pyrazolo[3,4-b]pyridin-2-yl]-1-methyl-piperidin-2-one OC1=C(C(=CC(=C1)C(F)(F)F)C)C=1C=CC=2C(N1)=NN(C2C)[C@H]2CCC(N(C2)C)=O